N-(3-chloro-4-fluorophenyl)-6-methyl-5-nitroisoquinolin-1-amine ClC=1C=C(C=CC1F)NC1=NC=CC2=C(C(=CC=C12)C)[N+](=O)[O-]